4-(((tetrahydro-2H-pyran-4-yl)methyl)amino)benzoic acid O1CCC(CC1)CNC1=CC=C(C(=O)O)C=C1